N-(3-bromophenyl)-4-(1,3-dioxoisoindolin-2-yl)butyramide 1-ethyl-2-methylpropyl-crotonate C(C)C(C(C)C)OC(\C=C\C)=O.BrC=1C=C(C=CC1)NC(CCCN1C(C2=CC=CC=C2C1=O)=O)=O